(5R)-5-ethyl-5-methyl-3-{2-[(3,3,7-trimethyl-2,3-dihydro-1-benzofuran-4-yl)oxy]-5-pyrimidinyl}-2,4-imidazolidinedione C(C)[C@@]1(C(N(C(N1)=O)C=1C=NC(=NC1)OC1=CC=C(C2=C1C(CO2)(C)C)C)=O)C